benzyl-ethane C(C1=CC=CC=C1)CC